CC=1C=C2C(=CC(=NC2=CC1)C(F)(F)F)N[C@@H]1C[C@@H](CCC1)NC(=O)C1=CNC2=CC=CC=C12 N-[(1R,3S)-3-{[6-methyl-2-(trifluoromethyl)quinolin-4-yl]amino}cyclohexyl]-1H-indole-3-carboxamide